ClC=1C=C(C=CC1Cl)[B-](F)(F)F.[K+].ClC1=C2C=CNC2=CC(=C1)NC1=NC2=C(N1)C=CC(=C2)C2CCN(CC2)C(C)=O 1-(4-{2-[(4-chloro-1H-indol-6-yl)amino]-1H-1,3-benzodiazol-5-yl}piperidin-1-yl)ethan-1-one potassium (3,4-dichlorophenyl)trifluoroborate